B(O)(O)O trihydrogen borate